Cl.NC1(CC1)CO 1-Amino-cyclopropanemethanol hydrochloride